tert-butyl 3-(4-bromo-3-nitrophenyl)-3-cyclopropylacrylate BrC1=C(C=C(C=C1)C(=CC(=O)OC(C)(C)C)C1CC1)[N+](=O)[O-]